ClC1=C(C(=C2N1CCN(C2)C(=O)NCC(C)C)C(=O)N)C2=CC=CC=C2 6-chloro-N2-iso-butyl-7-phenyl-3,4-dihydropyrrolo[1,2-a]pyrazine-2,8(1H)-dicarboxamide